BrC1=CN=C(S1)N1CC2N(C(C1)C2)CC=2C=NC(=C(C2)F)OC 5-Bromo-2-(6-((5-fluoro-6-methoxypyridin-3-yl)methyl)-3,6-diazabicyclo[3.1.1]heptan-3-yl)thiazole